2-fluoro-6-[(4-hydroxy-2-methoxybenzyl)amino]-9-(oxepan-2-yl)-9H-purine FC1=NC(=C2N=CN(C2=N1)C1OCCCCC1)NCC1=C(C=C(C=C1)O)OC